F[C@@H]1[C@H]2CC[C@@H](C[C@@H]1OC1=NN=C(S1)C1=C(C=C(C=C1)C1=NC=NC(=N1)OC)O)N2C 2-(5-(((1R,2R,3S,5S)-2-fluoro-8-methyl-8-azabicyclo[3.2.1]octan-3-yl)oxy)-1,3,4-thiadiazol-2-yl)-5-(4-methoxy-1,3,5-triazin-2-yl)phenol